2-((6,7-Dichloro-3-(1H-pyrazol-4-yl)-1H-indol-4-yl)oxy)ethanol ClC1=CC(=C2C(=CNC2=C1Cl)C=1C=NNC1)OCCO